1-benzyl-4-(3-(2-methylpyridin-4-yl)-1H-indazol-5-yl)pyridin-2(1H)-one C(C1=CC=CC=C1)N1C(C=C(C=C1)C=1C=C2C(=NNC2=CC1)C1=CC(=NC=C1)C)=O